fluoro-N-((5-(5-(tetrahydrofuran-3-yl)pyridin-2-yl)-1,3,4-oxadiazol-2-yl)methyl)aniline thiodiethylene-bis[3-(3,5-di-tert-butyl-4-hydroxyphenyl)propionate] S(CCC(C(=O)O)CC1=CC(=C(C(=C1)C(C)(C)C)O)C(C)(C)C)CCC(C(=O)O)CC1=CC(=C(C(=C1)C(C)(C)C)O)C(C)(C)C.FN(C1=CC=CC=C1)CC=1OC(=NN1)C1=NC=C(C=C1)C1COCC1